COC(CCC(CCO)(C)C)=O 6-hydroxy-4,4-dimethyl-hexanoic acid methyl ester